1-Decanthiol C(CCCCCCCCC)S